[N+](=O)([O-])C(=CC1=CC=CC=C1)C 4-(2-nitroprop-1-en-1-yl)benzene